2-{2-(diethylamino)ethoxy}ethanol C(C)N(CCOCCO)CC